O=C1C[C@H](CCC1)C(=O)O (1s)-3-oxo-cyclohexanecarboxylic acid